2,2,3,3-tetrafluoropropyltrimethoxysilane FC(C[Si](OC)(OC)OC)(C(F)F)F